C(C)(C)(C)OC(NCCN(C)C1=NC(=C(C(=C1C#N)C1CC1)C#N)Cl)=O (2-((6-chloro-3,5-dicyano-4-cyclopropylpyridin-2-yl)(methyl)amino)ethyl)carbamic acid tert-butyl ester